ClC1=CC(=C(C=C1)SC1=CC=CC=C1)C1=CC(C2=CC=CC=C12)(C)C (4-chloro-2-(1,1-dimethyl-1H-inden-3-yl)phenyl)(phenyl)sulfane